tert-butyl (4-(8-(2-formyl-4-hydroxyphenyl)-4,5-dihydrobenzo[b]thieno[2,3-d]oxepine-9-carboxamido)benzyl)carbamate C(=O)C1=C(C=CC(=C1)O)C=1C(=CC2=C(OCCC3=C2SC=C3)C1)C(=O)NC1=CC=C(CNC(OC(C)(C)C)=O)C=C1